(S)-(5-cyclopropyl-1,3,4-oxadiazol-2-yl)(4-(4,7-difluorobenzo[d]oxazol-2-yl)-6,7-dihydro-1H-imidazo[4,5-c]pyridin-5(4H)-yl)methanone C1(CC1)C1=NN=C(O1)C(=O)N1[C@@H](C2=C(CC1)NC=N2)C=2OC1=C(N2)C(=CC=C1F)F